1,9-divinyloxynonane C(=C)OCCCCCCCCCOC=C